CC1=C(N(C(N(C1=O)CC1=CC=C(C=C1)OC)=O)COCC[Si](C)(C)C)C(=O)OC(C)(C)C=1C=NC2=C(C=C(C=C2C1C(C)C)Cl)F 2-(6-chloro-8-fluoro-4-isopropylquinolin-3-yl)propan-2-ol methyl-1-[(4-methoxyphenyl)methyl]-2,6-dioxo-3-{[2-(trimethylsilyl)ethoxy]methyl}pyrimidine-4-carboxylate